1-(1-(6,7-difluoro-1-oxo-1,2-dihydroisoquinolin-4-yl)ethyl)-3-(2,3-difluorophenyl)-1-methylurea FC=1C=C2C(=CNC(C2=CC1F)=O)C(C)N(C(=O)NC1=C(C(=CC=C1)F)F)C